2-(4-(4-(8-Amino-3-(4-methylpiperazin-1-carbonyl)-1,7-naphthyridin-5-yl)phenyl)-1H-pyrazol-1-yl)-1-(4-methylpiperazin-1-yl)ethan-1-one NC=1N=CC(=C2C=C(C=NC12)C(=O)N1CCN(CC1)C)C1=CC=C(C=C1)C=1C=NN(C1)CC(=O)N1CCN(CC1)C